3-(4-chlorophenyl)propionic acid 2-methoxy-4-ethylphenyl ester COC1=C(C=CC(=C1)CC)OC(CCC1=CC=C(C=C1)Cl)=O